NC1=C2C(=C3C(=N1)C=C(N3)C(=O)N([C@@H]3COCC1=CC(=CC=C31)C(F)(F)F)C)CO[C@@H]2C (R)-5-amino-N,6-dimethyl-N-((S)-7-(trifluoromethyl)isochroman-4-yl)-6,8-dihydro-1H-furo[3,4-d]pyrrolo[3,2-b]pyridine-2-carboxamide